Cl.C1(=CCCC1)C1=CC2=C(C=N1)C(CN2C(CN2[C@H](CN[C@@H](C2)C)COC)=O)(C)C 1-[6-(Cyclopent-1-en-1-yl)-3,3-dimethyl-1H,2H,3H-pyrrolo[3,2-c]pyridin-1-yl]-2-[(2R,5R)-2-(methoxymethyl)-5-methylpiperazin-1-yl]ethan-1-one, hydrochloride salt